4-((3,4-dichlorobenzyl)(methyl)amino)-2-ethylbenzaldehyde ClC=1C=C(CN(C2=CC(=C(C=O)C=C2)CC)C)C=CC1Cl